C(C)OC(CN1C(N(C2=C1C=C(C=C2C2=CC(=C(C(=C2)OC)OCC2=CC=CC=C2)F)C(F)(F)F)C)=O)=O 2-(4-(4-(benzyloxy)-3-fluoro-5-methoxyphenyl)-3-methyl-2-oxo-6-(trifluoromethyl)-2,3-dihydro-1H-benzo[d]imidazol-1-yl)acetic acid ethyl ester